NC1(CC1)C(=O)NCC(NC=1SC2=C(N1)C=CC(=C2)OC(F)(F)F)=O 1-amino-N-(2-oxo-2-((6-(trifluoromethoxy)benzo[d]thiazol-2-yl)amino)ethyl)cyclopropane-1-carboxamide